CC1(OB(OC1(C)C)C=1C=CC=2C=CN3C(C2C1)=NC1=C3C=CC=C1)C 2-(4,4,5,5-tetramethyl-1,3,2-dioxaborolan-2-yl)benzo[4,5]imidazo[2,1-a]isoquinoline